COC1=CC=C(C=C1)C(C)NCC1=CC(=NC=C1)N1CCCCC1 1-(4-methoxyphenyl)-N-[[2-(1-piperidyl)-4-pyridyl]methyl]ethanamine